5-(2-fluoropyridin-3-yl)-1H-indazole-3-carboxamide FC1=NC=CC=C1C=1C=C2C(=NNC2=CC1)C(=O)N